CN1C(=NN=C1)C1=C(C=CC=C1)C1=CC(=CC=C1)N1C(C2=CC(=CC(=C2C1)C(F)(F)F)COC1CCN(CC1)C)=O 2-(2'-(4-Methyl-4H-1,2,4-triazol-3-yl)-[1,1'-biphenyl]-3-yl)-6-(((1-methylpiperidin-4-yl)oxy)methyl)-4-(trifluoromethyl)isoindolin-1-one